(R)-1-cyclopropyl-3-(2,5-difluoro-4-(trifluoromethoxy)benzyl)-1-(piperidin-3-yl)urea C1(CC1)N(C(=O)NCC1=C(C=C(C(=C1)F)OC(F)(F)F)F)[C@H]1CNCCC1